METHYL-3-ISOCYANO-3-(4-BENZYLOXYPHENYL)PROPIONATE COC(CC(C1=CC=C(C=C1)OCC1=CC=CC=C1)[N+]#[C-])=O